N2-((((9H-fluoren-9-yl)methoxy)carbonyl)glycyl)-N6-(tert-butoxycarbonyl)-L-lysine C1=CC=CC=2C3=CC=CC=C3C(C12)COC(=O)NCC(=O)N[C@@H](CCCCNC(=O)OC(C)(C)C)C(=O)O